tert-butyl N-allyl-N-(2-methoxypent-4-ynyl)carbamate C(C=C)N(C(OC(C)(C)C)=O)CC(CC#C)OC